(E)-2-(3-(3-methoxy-4-(prop-2-yn-1-yloxy)phenyl)acrylamido)-N-(pyridin-3-ylmethyl)benzamide trifluoroacetic acid salt FC(C(=O)O)(F)F.COC=1C=C(C=CC1OCC#C)/C=C/C(=O)NC1=C(C(=O)NCC=2C=NC=CC2)C=CC=C1